2-[4-(triethoxysilyl)butyl]-2H-tetrazole C(C)O[Si](CCCCN1N=CN=N1)(OCC)OCC